C(C1=CC=CC=C1)SC1=NN2C(C(N=C(C3=C2C=CC(=C3Cl)Cl)C3=C(C=CC=C3F)F)C)=N1 2-Benzylsulfanyl-7,8-dichloro-6-(2,6-difluorophenyl)-4-methyl-4H-[1,2,4]triazolo[1,5-a][1,4]benzodiazepine